O1CCC2=C1C(=CC=C2)CC2=CN=C1C(=NC(=NN12)OC[C@H]1N(CCC1)C)N1C[C@@H](NCC1)CC#N 2-((S)-4-(7-((2,3-dihydrobenzofuran-7-yl)methyl)-2-(((S)-1-methylpyrrolidin-2-yl)methoxy)imidazo[2,1-f][1,2,4]triazin-4-yl)piperazin-2-yl)acetonitrile